N-(3-Methoxy-5-(quinolin-6-yl)phenyl)-6-(trifluoromethoxy)quinolin-4-amine COC=1C=C(C=C(C1)C=1C=C2C=CC=NC2=CC1)NC1=CC=NC2=CC=C(C=C12)OC(F)(F)F